FC1=C(C=CC=C1)C1=NN(C=C1C=1C2=C(N=CN1)C=C(C(=N2)NC(=O)C21COCC1C2)OC)C N-(4-(3-(2-fluorophenyl)-1-methyl-1H-pyrazol-4-yl)-7-methoxypyrido[3,2-d]pyrimidin-6-yl)-3-oxabicyclo[3.1.0]hexane-1-carboxamide